2-(4-tert-butylphenyl)-1H-benzo[d]imidazole C(C)(C)(C)C1=CC=C(C=C1)C1=NC2=C(N1)C=CC=C2